C(C)(=O)C1=NN(C2=CC=C(C=C12)C=1C=NC(=NC1)C)CC(=O)N1[C@@H](C[C@H](C1)F)C(=O)NC=1C(=C(C=CC1)C1=C(C=CC(=C1)S(NC1CC1)(=O)=O)Cl)F (2S,4R)-1-(2-(3-acetyl-5-(2-methylpyrimidin-5-yl)-1H-indazol-1-yl)acetyl)-N-(2'-chloro-5'-(N-cyclopropylsulfamoyl)-2-fluorobiphenyl-3-yl)-4-fluoropyrrolidine-2-carboxamide